BrCC1=C(C(=O)OC(C)(C)C)C(=CC=C1)C1CCC(CC1)C(F)(F)F tert-butyl 2-(bromomethyl)-6-(4-(trifluoromethyl)cyclohexyl)benzoate